CC1(OCC[C@H](C1)NC1=CC=CC(=N1)C1=NC2=CC(=NC=C2C=C1)CNC(C1=CN=CC(=C1)S(=O)(=O)C)=O)C |r| (Racemic)-N-((2-(6-((2,2-dimethyltetrahydro-2H-pyran-4-yl)amino)pyridin-2-yl)-1,6-naphthyridin-7-yl)methyl)-5-(methylsulfonyl)nicotinamide